OC1=C(C2=CC=CC=C2C=C1)C(=O)[O-].[Na+].N1(CCCC1)CC1=CC=2N(C=C1)C=NC2 7-(pyrrolidin-1-ylmethyl)imidazo[1,5-a]pyridine sodium hydroxynaphthoate